(R)-N-((S)-1-(6-chloro-5-fluoropyridin-3-yl)but-3-en-1-yl)-2-methylpropan-2-sulfinamide ClC1=C(C=C(C=N1)[C@H](CC=C)N[S@](=O)C(C)(C)C)F